3-bromo-2-iodo-5-(trifluoromethyl)benzoic acid BrC=1C(=C(C(=O)O)C=C(C1)C(F)(F)F)I